2-[2-(benzyloxy)-6-chloro-4-(methoxymethyl)phenyl]-1,3-dioxolane C(C1=CC=CC=C1)OC1=C(C(=CC(=C1)COC)Cl)C1OCCO1